methyl 1,3-bis(2,4-difluorophenyl)-4-(furan-3-yl)-5-methyl-4,5-dihydro-1H-pyrazole-5-carboxylate FC1=C(C=CC(=C1)F)N1N=C(C(C1(C(=O)OC)C)C1=COC=C1)C1=C(C=C(C=C1)F)F